2-(3-fluoro-2-hydroxypyridin-4-yl)-1,5,6,7-tetrahydro-4H-pyrrolo[3,2-c]pyridin-4-one FC=1C(=NC=CC1C1=CC=2C(NCCC2N1)=O)O